FC1=CC=CC=2N1N=C(C2)[C@@H]2N(CCC1=C2N=CN1)C(=O)C=1OC(=NN1)C1=NN(C=C1)C (R)-(4-(7-fluoropyrazolo[1,5-a]pyridin-2-yl)-6,7-dihydro-1H-imidazo[4,5-c]pyridin-5(4H)-yl)(5-(1-methyl-1H-pyrazol-3-yl)-1,3,4-oxadiazol-2-yl)methanone